ClC1=C(C=C(C=C1)NC(=O)C=1N(N=C(C1C(F)(F)F)C(C(F)(F)F)(F)F)C)C(NC1(CC1)C#N)=O N-[4-chloro-3-[(1-cyanocyclopropyl)carbamoyl]phenyl]-2-methyl-5-(1,1,2,2,2-pentafluoroethyl)-4-(trifluoromethyl)pyrazole-3-carboxamide